C(C)(C)(C)OC(NC(C1=NC(=NO1)C1=CC(=CC=C1)F)C1CC1)=O.O1C(=CC=C1)C1=CC=C(C=C1)CC(=O)NC=1SC(=CN1)C 2-(4-(furan-2-yl)phenyl)-N-(5-methylthiazol-2-yl)acetamide tert-butyl-N-[cyclopropyl-[3-(3-fluorophenyl)-1,2,4-oxadiazol-5-yl]methyl]carbamate